7-nitro-6-(trifluoromethyl)-3,4-dihydro-2H-1,4-benzoxazine [N+](=O)([O-])C1=CC2=C(NCCO2)C=C1C(F)(F)F